C(C)(C)(C)OC(=O)N1CCN(CC1)C=1C=NC(=CC1)NC=1N=CC2=C(N1)N(C(C(=C2)COCCOC)=O)C2CCCC2 4-{6-[8-Cyclopentyl-6-(2-methoxy-ethoxymethyl)-7-oxo-7,8-dihydro-pyrido[2,3-d]pyrimidin-2-ylamino]-pyridin-3-yl}-piperazine-1-carboxylic acid tert-butyl ester